8-Bromo-2-fluoro-6-methoxynaphthalen-1-ol BrC=1C=C(C=C2C=CC(=C(C12)O)F)OC